5-(2-methyl-[1,1'-biphenyl]-3-yl)furan-2-carbaldehyde CC1=C(C=CC=C1C1=CC=C(O1)C=O)C1=CC=CC=C1